C(=O)=C1CC(C1)C(=O)OC Methyl 3-carbonyl-cyclobutanecarboxylate